benzyl (3S,5R)-3-(tert-butoxycarbonylamino)-5-[tertbutyl(dimethyl)silyl]oxy-piperidine-1-carboxylate C(C)(C)(C)OC(=O)N[C@@H]1CN(C[C@@H](C1)O[Si](C)(C)C(C)(C)C)C(=O)OCC1=CC=CC=C1